ClC1=C2C(=NC=C1Cl)NC=C2I 4,5-dichloro-3-iodo-1H-pyrrolo[2,3-B]pyridine